tris(2,6-dimethylphenyl)phosphonium CC1=C(C(=CC=C1)C)[PH+](C1=C(C=CC=C1C)C)C1=C(C=CC=C1C)C